C[C@@H]1N(CCC1)CC1=NC2=C(N1)C=CC(=C2)NC(=O)C2=CC=C(C(=O)O)C=C2 (S)-4-((2-((2-methylpyrrolidin-1-yl)methyl)-1H-benzo[d]imidazol-5-yl)carbamoyl)benzoic acid